ClC(C(CO)(F)F)F 3-chloro-2,2,3-trifluoropropanol